C1=CN(C(=O)NC1=O)[C@H]2[C@@H]([C@@H]([C@H](O2)COP(=O)([O-])OP(=O)([O-])OC3[C@@H]([C@H]([C@@H]([C@H](O3)CO)O)O)O)O)O The molecule is an NDP-alpha-D-glucose(2-) arising from deprotonation of the diphosphate OH groups of UDP-D-glucose; major species at pH 7.3. It has a role as a human metabolite and a Saccharomyces cerevisiae metabolite. It is a conjugate base of an UDP-D-glucose.